C1(=CC=CC=C1)S(=O)(=O)C1=C(C(=NC(=C1)N1N=C(C=C1)OCCC1(CC1)C(F)(F)F)N1C(CC(C1)[Si](C)(C)C)(C)C)C(=O)N (Benzenesulfonyl)-2-(2,2-dimethyl-4-trimethylsilyl-pyrrolidin-1-yl)-6-[3-[2-[1-(trifluoromethyl)cyclopropyl]ethoxy]pyrazol-1-yl]pyridine-3-carboxamide